NCCCOCC [3-aminopropoxy]ethane